CC1=NN2C(C(=CC(=C2)CC2CCC(CC2)(C(=O)O)C)C)=N1 Trans-4-[(2,8-dimethyl-[1,2,4]triazolo[1,5-a]pyridin-6-yl)methyl]-1-methyl-cyclohexanecarboxylic acid